(1S,4s)-4-((5-(1-((R)-1,1-difluoropropan-2-yl)-1H-benzo[d][1,2,3]triazol-6-yl)-6-fluoro-4-methoxypyrrolo[2,1-f][1,2,4]triazin-2-yl)amino)-1-methylcyclohexan-1-ol FC([C@@H](C)N1N=NC2=C1C=C(C=C2)C=2C(=CN1N=C(N=C(C12)OC)NC1CCC(CC1)(O)C)F)F